CC(C(=O)OC1=CC(N2N1C(COCC2)C2=CC(=C(C(=C2)CC)C)CC)=O)(C)C (2,6-diethyl-p-tolyl)-1,2,4,5-tetrahydro-7-oxo-7H-pyrazolo[1,2-d][1,4,5]oxadiazepin-9-yl 2,2-dimethylpropionate